C1(CC1)S(=O)(=O)NC=1SC=C(N1)C(C(=O)NC1=CC=C(C=C1)C1=NC(=CN=C1)N1CCOCC1)(C)C 2-(2-(cyclopropanesulfonylamino)thiazol-4-yl)-2-methyl-N-(4-(6-morpholinopyrazin-2-yl)phenyl)propanamide